N-(2-((3,5-difluoro-4-(trimethylsilyl)phenyl)amino)-1-(4-(methoxymethyl)phenyl)-2-oxoethyl)-3-hydroxy-N-methyl-1,2-oxazole-5-carboxamide FC=1C=C(C=C(C1[Si](C)(C)C)F)NC(C(C1=CC=C(C=C1)COC)N(C(=O)C1=CC(=NO1)O)C)=O